(E)-4-[3-(3-chloro-10,11-dihydro-5H-dibenzo[b,f]azepin-5-yl)propyl-methyl-amino]-N-methoxy-N-methyl-but-2-enamide ClC=1C=CC2=C(N(C3=C(CC2)C=CC=C3)CCCN(C/C=C/C(=O)N(C)OC)C)C1